5-amino-8-(2,6-dimethyl-4-pyridinyl)-7-phenyl-2-[2-[1-([1,2,4]triazolo[4,3-a]pyrimidin-3-yl)ethylamino]ethyl]-[1,2,4]triazolo[4,3-c]pyrimidin-3-one NC1=NC(=C(C=2N1C(N(N2)CCNC(C)C2=NN=C1N2C=CC=N1)=O)C1=CC(=NC(=C1)C)C)C1=CC=CC=C1